FC=1C=NC2=CC=C(N=C2C1O)OC 3-fluoro-6-methoxy-1,5-naphthyridin-4-ol